[O-2].[Ag+].[Bi+3].[O-2] bismuth-silver oxide